4-borono-2-[(6-chloro-3-morpholinosulfonyl-4-quinolyl)amino]benzoic acid B(O)(O)C1=CC(=C(C(=O)O)C=C1)NC1=C(C=NC2=CC=C(C=C12)Cl)S(=O)(=O)N1CCOCC1